6-iodo-3-(ethylsulfonyl)imidazo[1,2-a]pyridine IC=1C=CC=2N(C1)C(=CN2)S(=O)(=O)CC